C(\C(\C)=C/C(=O)[O-])(=O)[O-].C[N+](C1=CC=CC=C1)(C)C.C[N+](C1=CC=CC=C1)(C)C bistrimethylphenylammonium citraconate